3-(naphthalen-1-yl)-N-(4-(naphthalen-1-yl)phenyl)aniline C1(=CC=CC2=CC=CC=C12)C=1C=C(NC2=CC=C(C=C2)C2=CC=CC3=CC=CC=C23)C=CC1